[I-].COC1=CC2=C([N+](=C(S2)C=CC2=CC=C(C=C2)N2CCCCC2)C)C=C1 6-methoxy-3-methyl-2-(4-(piperidin-1-yl)styryl)benzo[d]thiazol-3-ium iodide